ClC=1C=C(C(=O)N2CC=3C(=NN4C3C(N(C[C@H]4C)[C@H](C)C=4C=NC(=NC4)C(C)(C)O)=O)C[C@H]2C)C=CC1Cl |o1:18| (3R,7R)-2-(3,4-Dichlorobenzoyl)-9-((R*)-1-(2-(2-hydroxypropan-2-yl)pyrimidin-5-yl)ethyl)-3,7-dimethyl-1,2,3,4,8,9-hexahydropyrido[4',3':3,4]pyrazolo[1,5-a]pyrazin-10(7H)-one